CN(C1=CC(=NC=C1)C(C)C=CC1=CC=CC=C1)C N,N-Dimethyl-2-(4-phenylbut-3-en-2-yl)pyridine-4-amine